6,7-dimethylphthalazine-1,4-diol CC=1C=C2C(=NN=C(C2=CC1C)O)O